C(C)(C)(C)OC(=O)P(=O)N1CC2=C(C[C@H]1C(=O)O)N=CN2C(C2=CC=CC=C2)(C2=CC=CC=C2)C2=CC=CC=C2 (6S)-5-tert-Butoxycarbonylphosphinyl-4,5,6,7-tetrahydro-3-trityl-imidazo[4,5-c]pyridine-6-carboxylic acid